CC1=CC=C(C=C1)[C@H](C)[NH-] (S)-N-(1-(p-methylphenyl)ethyl)-amide